4-ethynyl-8,14-dioxa-10,19,20-triazatetracyclo[13.5.2.12,6.018,21]tricosa-1(20),2(23),3,5,15(22),16,18(21)-heptaen-9-one C(#C)C1=CC=2C3=NNC=4C=CC(OCCCNC(OCC(=C1)C2)=O)=CC34